alpha-L-idose O[C@H]1[C@H](O)[C@@H](O)[C@H](O)[C@@H](O1)CO